(2-Fluoro-5-hydroxyphenyl)(6-(3-(2-(trifluoromethyl)phenyl)-1H-pyrazol-1-yl)-2-azaspiro[3.3]hept-2-yl)methanone FC1=C(C=C(C=C1)O)C(=O)N1CC2(C1)CC(C2)N2N=C(C=C2)C2=C(C=CC=C2)C(F)(F)F